N12-((1-(2,6-dioxopiperidin-3-yl)-2-oxo-1,2-dihydrobenzo[cd]indol-6-yl)methyl)dodecanediamide O=C1NC(CCC1N1C(C2=C3C(C(=CC=C13)CNC(CCCCCCCCCCC(=O)N)=O)=CC=C2)=O)=O